COCOC=1C(=CC2=CN(N=C2C1C)C)C1=NC=2C=CN(C(C2C=C1)=O)[C@H]1CCN(C2(CC2)C1)C(=O)OC(C)(C)C tert-butyl (7S)-7-[2-[6-(methoxymethoxy)-2,7-dimethyl-indazol-5-yl]-5-oxo-1,6-naphthyridin-6-yl]-4-azaspiro[2.5]octane-4-carboxylate